ClC1=C(C(=O)O)C=C(C=C1)CNC(C(C)C)=O 2-chloro-5-(isobutyrylaminomethyl)benzoic acid